C(C)(C)(C)C=1SC(=CN1)C(=O)NCC1=C(C=C(C=C1)C1=NC(=NC=C1)NC=1C=NN(C1)C)C(F)(F)F 2-(tert-butyl)-N-(4-(2-((1-methyl-1H-pyrazol-4-yl)amino)pyrimidin-4-yl)-2-(trifluoromethyl)benzyl)thiazole-5-carboxamide